BrC=1N=C(C(=NC1)NNC(C(F)(F)F)=O)Cl N'-(5-bromo-3-chloropyrazin-2-yl)-2,2,2-trifluoroacetohydrazide